N-(8-(methylamino)-5-(6-(methylsulfonyl)-[1,2,4]triazolo[1,5-a]pyridin-2-yl)-2,7-naphthyridin-3-yl)cyclopropanecarboxamide CNC=1N=CC(=C2C=C(N=CC12)NC(=O)C1CC1)C1=NN2C(C=CC(=C2)S(=O)(=O)C)=N1